C(CCCCC)NC1=CC=C(C=C1)N N-hexyl-4-aminoaniline